tert-butyl (3R)-3-[3-(4-bromo-5-methylpyrazol-1-yl)azetidine-1-yl]piperidine-1-carboxylate BrC=1C=NN(C1C)C1CN(C1)[C@H]1CN(CCC1)C(=O)OC(C)(C)C